(S)-2-(4-methyl-2-oxoquinolin-1(2H)-yl)pyridine methyl-methacrylate COC(C(=C)C)=O.CC1=CC(N(C2=CC=CC=C12)C1=NC=CC=C1)=O